(2R)-7-amino-4-{[3-(difluoromethoxy)phenyl]methyl}-6,8-difluoro-2-methyl-2H-1,4-benzoxazin-3-one NC1=C(C2=C(N(C([C@H](O2)C)=O)CC2=CC(=CC=C2)OC(F)F)C=C1F)F